BrC1=CN(C=2N=C(N=C(C21)Cl)Cl)COCC[Si](C)(C)C 5-bromo-2,4-dichloro-7-((2-(trimethylsilyl)ethoxy)methyl)-7H-pyrrolo[2,3-d]pyrimidine